6-fluoro-3-phenethyl-2,3-dihydroquinazolin-4(1H)-one FC=1C=C2C(N(CNC2=CC1)CCC1=CC=CC=C1)=O